ClC[C@H](COC1=C(C=C(C=C1)C(C)(C)C1=CC=C(C=C1)OC[C@H](CN1N=NC(=C1I)CO)O)I)O (S)-1-chloro-3-(4-(2-(4-((S)-2-hydroxy-3-(4-(hydroxymethyl)-5-iodo-1H-1,2,3-triazol-1-yl)propoxy)phenyl)propan-2-yl)-2-iodophenoxy)propan-2-ol